chloromethyl (3-((tert-butyldimethylsilyl) oxy)propyl)(methyl)carbamate [Si](C)(C)(C(C)(C)C)OCCCN(C(OCCl)=O)C